C1COC1O oxetanol